C(C)(C)(C)OC(=O)N1CCC(CC1)CCCN1CCNCC1 4-(3-(1-(tert-butoxycarbonyl)piperidin-4-yl)propyl)piperazine